2-(1H-imidazol-1-yl)-6-(((1r,4r)-4-(2-methoxyethoxy)cyclohexyl)carbamoyl)pyrimidine-4-carboxylic acid N1(C=NC=C1)C1=NC(=CC(=N1)C(=O)O)C(NC1CCC(CC1)OCCOC)=O